(5-cyano-4-((2-methoxyethyl)amino)pyridin-2-yl)-5-formyl-1-methyl-1H-pyrrolo[3,2-b]pyridine-3-carboxamide C(#N)C=1C(=CC(=NC1)C1=C(C2=NC(=CC=C2N1C)C=O)C(=O)N)NCCOC